BrC1=CC=C(C(=C1)NC1=C2C(=NC=C1)N(C=C2)S(=O)(=O)C2=CC=CC=C2)N 5-bromo-N1-(1-(benzenesulfonyl)-1H-pyrrolo[2,3-b]pyridin-4-yl)benzene-1,2-diamine